3-[7-[4-[4-[(2,6-dioxo-3-piperidyl)amino]-2-fluoro-phenyl]cyclohexyl]-7-azaspiro[3.5]nonan-2-yl]-6-[3-[[ethyl(methyl)sulfamoyl]amino]-2,6-difluoro-benzoyl]-4-oxo-quinazoline O=C1NC(CCC1NC1=CC(=C(C=C1)C1CCC(CC1)N1CCC2(CC(C2)N2C=NC3=CC=C(C=C3C2=O)C(C2=C(C(=CC=C2F)NS(N(C)CC)(=O)=O)F)=O)CC1)F)=O